O[C@@H](CNS(=O)(=O)C1=CC=C(C=C1)C=1N=NN(N1)CC1=CC=C(C=C1)OC)C (R)-N-(2-hydroxypropyl)-4-(2-(4-methoxybenzyl)-2H-tetrazol-5-yl)benzenesulfonamide